C1(=NC=CC=2C3=CC=CC=C3NC12)C(CCO)=O 1-(β-Carbolin-1-yl)-3-hydroxy-1-propanone